3,4-dihydro-2H-pyranopyridine O1CCCC2=C1C=CC=N2